FC1(CN(CCC12CCNCC2)CC2=C1CCN(C1=CC=C2)C=2C=C(C=1N(N2)C(=CN1)C(=O)N[C@H]1[C@@H](CC1)OC)NC)F 6-(4-((1,1-Difluoro-3,9-diazaspiro[5.5]undecan-3-yl)methyl)indolin-1-yl)-N-((1R,2R)-2-methoxycyclobutyl)-8-(methylamino)imidazo[1,2-b]pyridazine-3-carboxamide